S1C2=C(C=C1)C(=CC=C2)C2=CC=C(S2)C(CC(=O)OC)=O methyl 3-(5-(benzo[b]thiophen-4-yl) thiophen-2-yl)-3-oxopropanoate